ClC1=CC=C2C(C(NC2=C1)=O)=CC1=CC=C(O1)C=1C=C(C(=O)O)C=CC1 3-(5-((6-chloro-2-oxoindolin-3-ylidene)methyl)furan-2-yl)benzoic acid